tert-butyl (2-(4-(4-(4-(5-fluoro-3-(2-fluoro-4-(2-hydroxypropan-2-yl)benzamido)-2-methylphenyl)-7H-pyrrolo[2,3-d]pyrimidin-6-yl)benzyl)piperazin-1-yl)ethyl)carbamate FC=1C=C(C(=C(C1)C=1C2=C(N=CN1)NC(=C2)C2=CC=C(CN1CCN(CC1)CCNC(OC(C)(C)C)=O)C=C2)C)NC(C2=C(C=C(C=C2)C(C)(C)O)F)=O